4-fluoro-3,3-dimethylindolin-2-one FC1=C2C(C(NC2=CC=C1)=O)(C)C